2-Ethyl-3-{[4-(4-chloro-phenyl)-thiazol-2-yl]-methyl-amino}-imidazo[1,2-a]pyridine-6-carboxylic acid methyl ester COC(=O)C=1C=CC=2N(C1)C(=C(N2)CC)N(C)C=2SC=C(N2)C2=CC=C(C=C2)Cl